C[Sn](C1=CC=CC=C1)(C)C trimethyl-(phenyl)tin